ClC1=CC=CC2=C1CCCCC2N2CCNCC2 4-(1-chloro-6,7,8,9-tetrahydro-5H-benzo[7]annulen-5-yl)piperazin